2-(((4-Cyano-7-(2,6-difluoro-4-isopropylphenyl)-2,3-dihydrobenzofuran-5-yl)amino)methyl)acrylic acid C(#N)C1=C(C=C(C2=C1CCO2)C2=C(C=C(C=C2F)C(C)C)F)NCC(C(=O)O)=C